N1(CCC1)C(=O)N1[C@H]([C@H](CC1)NC(OCC1=CC=CC=C1)=O)CC1=CC(=CC=C1)Br benzyl ((2S,3S)-1-(azetidin-1-ylcarbonyl)-2-(3-bromobenzyl)pyrrolidin-3-yl)carbamate